rac-(7S)-7-tert-butyl-N-[rac-(1R)-3-(4-hydroxy-1-piperidyl)-1-[3-(3-piperidylcarbamoyl)phenyl]propyl]-5,6,7,8-tetrahydrothiazolo[5,4-b]quinoline-2-carboxamide C(C)(C)(C)[C@@H]1CC=2C=C3C(=NC2CC1)SC(=N3)C(=O)N[C@H](CCN3CCC(CC3)O)C3=CC(=CC=C3)C(NC3CNCCC3)=O |r|